tin-lead-antimony-copper [Cu].[Sb].[Pb].[Sn]